OCC(NCCCNC(CO)(CO)CO)(CO)CO 1,3-bis(tri(hydroxymethyl)methylamino)propane